C(C)OC(=O)C=1C(N(N=C(C1NC)C1=CC(=CC=C1)[N+](=O)[O-])C1CC1)=O 2-cyclopropyl-5-(methylamino)-6-(3-nitrophenyl)-3-oxo-pyridazine-4-carboxylic acid ethyl ester